BrC=1SC(=CN1)C(C)C 2-Bromo-5-isopropylthiazole